3-ethoxycarbonyl-4-(4'-fluorophenyl)pyridine C(C)OC(=O)C=1C=NC=CC1C1=CC=C(C=C1)F